C(C)(C)OC=1C(=CC=2C(N1)=NN(C2)C21COC(CC2)(C1)C)C(=O)O 6-isopropoxy-2-(1-methyl-2-oxabicyclo[2.2.1]heptan-4-yl)-2H-pyrazolo[3,4-b]pyridine-5-carboxylic acid